ethyl (R)-2-(3-(7-((2-hydroxyethyl)sulfonyl)-2,6,6-trimethyl-1-(2-methylhydrazineyl)-1-oxoheptan-2-yl)phenyl)acetate OCCS(=O)(=O)CC(CCC[C@](C(=O)NNC)(C)C=1C=C(C=CC1)CC(=O)OCC)(C)C